N,N'-(Naphthalene-1,4-diyl)bis(4-bromo-2-methoxybenzenesulfonamide) C1(=CC=C(C2=CC=CC=C12)NS(=O)(=O)C1=C(C=C(C=C1)Br)OC)NS(=O)(=O)C1=C(C=C(C=C1)Br)OC